Z-11-tetradecene-1-ol C(CCCCCCCCC\C=C/CC)O